2-(4,4-difluorocyclohexyl)-3-oxo-2,3-dihydropyridazin FC1(CCC(CC1)N1N=CC=CC1=O)F